C1(CCCCC1)N(C1=CC=CC=C1)C(CC1(CCN(CC1)C1=CC=CC=C1)C(=O)O)=O 4-[2-(N-cyclohexyl-anilino)-2-oxo-ethyl]-1-phenyl-piperidine-4-carboxylic acid